NC1=NC(=CC2=C1C(NN=C2)=O)N2CCC(CC2)CNC(OC(C)(C)C)=O tert-butyl ((1-(5-amino-4-oxo-3,4-dihydropyrido[3,4-d]pyridazin-7-yl)piperidin-4-yl)methyl)carbamate